S1C(CC=C1)=O Thiophen-2-One